2,2-dichloro-N,N-diallylacetamide ClC(C(=O)N(CC=C)CC=C)Cl